methyl 2-cyano-6-methoxy-4-(piperidin-4-yl)benzoate C(#N)C1=C(C(=O)OC)C(=CC(=C1)C1CCNCC1)OC